OC1=C(C(=O)C2=C(C=CC=C2)O)C=CC(=C1)OCCCCCCCC 2,2'-dihydroxy-4-n-octyloxybenzophenone